2-((1-(5,6-diphenyl-pyrazine-2-yl)pyrrolidine-2-yl)methoxy)2-methylpropanoic acid C1(=CC=CC=C1)C=1N=CC(=NC1C1=CC=CC=C1)N1C(CCC1)COC(C(=O)O)(C)C